(S)-3-amino-N-(1-(3-methoxyphenyl)hex-2-yl)bicyclo[1.1.1]pentane-1-carboxamide hydrochloride Cl.NC12CC(C1)(C2)C(=O)N[C@H](CC2=CC(=CC=C2)OC)CCCC